FC(CC(C(=O)NC1=NC=CC(=C1)C1=C(C2=NC(=CC(=C2N1)OCC1OCCC1)F)C1=NC=CC=C1)C1=CC=C(C=C1)F)F 4,4-Difluoro-N-{4-[5-fluoro-7-{[oxolan-2-yl]methoxy}-3-(pyridin-2-yl)-1H-pyrrolo[3,2-b]pyridin-2-yl]pyridin-2-yl}-2-(4-fluorophenyl)butanamid